N-(4-(4-amino-5-(2-fluoro-4-((4-methylpyrimidin-2-yl)oxy)phenyl)-7-methyl-5H-pyrrolo[3,2-d]pyrimidin-6-yl)phenyl)-acrylamide NC=1C2=C(N=CN1)C(=C(N2C2=C(C=C(C=C2)OC2=NC=CC(=N2)C)F)C2=CC=C(C=C2)NC(C=C)=O)C